4-(4-(4-acryloyl-3-(cyanomethyl)piperazin-1-yl)-2-((1-methylpyrrolidin-2-yl)methoxy)-5,6,7,8-tetrahydroquinazolin-7-yl)naphthalen-2-yl acrylate C(C=C)(=O)OC1=CC2=CC=CC=C2C(=C1)C1CCC=2C(=NC(=NC2C1)OCC1N(CCC1)C)N1CC(N(CC1)C(C=C)=O)CC#N